3-(2-methylpyridin-4-yl)-1H-indazol CC1=NC=CC(=C1)C1=NNC2=CC=CC=C12